(S)-2-(4-(7-(benzothien-7-yl)-2-((tetrahydro-1H-pyrrolizin-7a(5H)-yl)methoxy)quinazolin-4-yl)-1-(2-fluoroacryloyl)piperazin-2-yl)acetonitrile S1C=CC2=C1C(=CC=C2)C2=CC=C1C(=NC(=NC1=C2)OCC21CCCN1CCC2)N2C[C@@H](N(CC2)C(C(=C)F)=O)CC#N